OC1CCC(CC1)NC1=NC=C(C(=N1)NCC(C)(C)C)C(=O)N 2-((1r,4r)-4-hydroxycyclohexylamino)-4-(neopentylamino)pyrimidine-5-carboxamide